1-((3R)-3-((5-(6,6-difluorobicyclo[3.1.0]hexan-1-yl)-7H-pyrrolo[2,3-d]pyrimidin-4-yl)amino)piperidin-1-yl)prop-2-en-1-one FC1(C2CCCC12C1=CNC=2N=CN=C(C21)N[C@H]2CN(CCC2)C(C=C)=O)F